(1s,4s)-4-(4-(Aminomethyl)-7-chloro-1-oxoisoindolin-2-yl)-N-(3-methoxy-4-methylphenyl)cyclohexane-1-carboxamide NCC1=C2CN(C(C2=C(C=C1)Cl)=O)C1CCC(CC1)C(=O)NC1=CC(=C(C=C1)C)OC